(R)-1-((3aR,5S,6aR)-2,2-dimethyltetrahydrofuro[2,3-d][1,3]dioxol-5-yl)propan-1-ol CC1(O[C@H]2[C@@H](O1)O[C@@H](C2)[C@@H](CC)O)C